2-Ethyl-3-methylamino-imidazo[1,2-a]pyridine-6-carboxylic acid methyl ester COC(=O)C=1C=CC=2N(C1)C(=C(N2)CC)NC